tert-butyl 4-[2-[2-[2-(2-nitrophenoxy)ethoxy]ethoxy]ethoxy]piperidine-1-carboxylate [N+](=O)([O-])C1=C(OCCOCCOCCOC2CCN(CC2)C(=O)OC(C)(C)C)C=CC=C1